OCCOC1=CC(=C(C=C1)[N+](=O)[O-])NC hydroxyethyloxy-3-methylamino-4-nitrobenzene